2-chloro-6-(3-(6-methylpyridin-2-yl)-1H-pyrazol-1-yl)-9H-purine ClC1=NC(=C2N=CNC2=N1)N1N=C(C=C1)C1=NC(=CC=C1)C